[Cr](=O)(=O)(OC1CCCCC1)[O-] chromic acid, cyclohexyl ester